2-trans-4-chloro-1-[(2-methylpropan-2-yl)oxycarbonylamino]-2,3-dihydro-1H-indene-2-carboxylic acid ClC1=C2CC(C(C2=CC=C1)NC(=O)OC(C)(C)C)C(=O)O